C/C(=C/C)/C=C/CC(CCC=C(C)C)C (Z,E)-3,7,11-Trimethyl-2,4,10-Dodecatriene